COC=1C=C(C=CC1OC)C1=C(N=C2N1N=C(C=C2N2C[C@@H](CC2)NC(OC2=CC1=CC=CC=C1C=C2)=O)C)C naphthalen-2-yl (R)-(1-(3-(3,4-dimethoxyphenyl)-2,6-dimethylimidazo[1,2-b]pyridazin-8-yl)pyrrolidin-3-yl)carbamate